CC(CC)(C)C=1C(=C(C=C(C1)C(CC)(C)C)C1=C(C(=CC(=C1)C(CC)(C)C)C(CC)(C)C)OP1OC2=C(C3=C(O1)C=CC=C3)C=CC=C2)OP2OC3=C(C1=C(O2)C=CC=C1)C=CC=C3 6,6'-[[3,3',5,5'-tetrakis(1,1-dimethylpropyl)-[1,1'-biphenyl]-2,2'-diyl]bis(oxy)]bis-dibenzo[d,f][1,3,2]dioxaphosphepin